NC1=C(C=C(C(=O)OC)C=C1OC)NCC1=CN=CN1CC methyl 4-amino-3-(((1-ethyl-1H-imidazol-5-yl) methyl) amino)-5-methoxybenzoate